F[C@@H]1CNCC[C@@H]1N1C=C(C=2C1=NC=C(C2)N2C(NC(CC2)=O)=O)C 1-(1-((3R,4S)-3-Fluoropiperidin-4-yl)-3-methyl-1H-pyrrolo[2,3-b]pyridin-5-yl)dihydropyrimidine-2,4(1H,3H)-dione